FC(C=1C=C(C=C(C1)[C@@H](C)NC1=NC(=NC2=C3C(=C(C=C12)O)OC(C3)(C)C)C)NC(C)=O)F |r| (R/S)-N-(3-(difluoromethyl)-5-(1-((6-hydroxy-2,8,8-trimethyl-8,9-dihydrofuro[2,3-h]quinazolin-4-yl)amino)ethyl)phenyl)acetamide